COC(=O)C=1C(N(N=C(C1)C1=CC=C(C=C1)Cl)C=1C=NC=CC1)=O 6-(4-chlorophenyl)-3-oxo-2-(pyridin-3-yl)-2,3-dihydropyridazine-4-carboxylic acid methyl ester